3-(2-benzimidazolyl)-7-(diisobutylamino)coumarin N1=C(NC2=C1C=CC=C2)C=2C(OC1=CC(=CC=C1C2)N(CC(C)C)CC(C)C)=O